NC1=CC=CC(=N1)S(=O)(=O)NC(=O)C=1C(=NC(=CC1)C=1C=NC(=CC1)OC(C)C)N1CC(CCC1)CC N-[(6-amino-2-pyridyl)sulfonyl]-2-(3-ethyl-1-piperidyl)-6-(6-isopropoxy-3-pyridyl)pyridine-3-carboxamide